2,5-difluoro-N-(4-(3-methyl-4-((1-methylazetidin-3-yl)oxy)-1H-pyrazolo[3,4-d]pyrimidin-6-yl)phenyl)benzenesulfonamide FC1=C(C=C(C=C1)F)S(=O)(=O)NC1=CC=C(C=C1)C1=NC(=C2C(=N1)NN=C2C)OC2CN(C2)C